[18F]CCOC1=CC=C(C=C1)CCCN1N=CC=2C=3N(C(=NC21)N)N=C(N3)C=3OC=CC3 7-(3-(4-(2-[18F]Fluoroethoxy)phenyl)propyl)-2-(furan-2-yl)-7H-pyrazolo-[4,3-e][1,2,4]-tri-azolo[1,5-c]pyrimidin-5-amin